N-(3-(2'-fluoro-[1,1'-biphenyl]-4-yl)propyl)-1H-indole-5-carboxamide FC1=C(C=CC=C1)C1=CC=C(C=C1)CCCNC(=O)C=1C=C2C=CNC2=CC1